4-[3,4-bis(mercaptomethylthio)-6-mercapto-2,5-dithiahexylthio]-5-mercaptomethylthio-1,3-dithiacyclopentane SCSC(SCSC1SCSC1SCS)C(SCS)SCS